4,4'-[1-{4-[1-(3-Bromo-4-hydroxyphenyl)-1-methylethyl]phenyl}ethylene]bis(2-bromophenol) BrC=1C=C(C=CC1O)C(C)(C)C1=CC=C(C=C1)C(CC1=CC(=C(C=C1)O)Br)C1=CC(=C(C=C1)O)Br